CN(CCNC(C1=CC=C(C=C1)C1=CC=CC=2N1N=CC2C(=O)N2CCCCC2)=O)C N-(2-(dimethylamino)ethyl)-4-(3-(piperidine-1-carbonyl)pyrazolo[1,5-a]Pyridin-7-yl)benzamide